(R)-3-Hydroxy-1-methyl-3-(3-(6-(2-(((R)-1-(3-methylpyridin-2-yl)ethyl)amino)pyrimidin-4-yl)pyridin-2-yl)isoxazol-5-yl)pyrrolidin-2-one O[C@@]1(C(N(CC1)C)=O)C1=CC(=NO1)C1=NC(=CC=C1)C1=NC(=NC=C1)N[C@H](C)C1=NC=CC=C1C